4-Methoxy-1-naphthaldehyd COC1=CC=C(C2=CC=CC=C12)C=O